C(N)(=N)C=1C=C(SC1)[C@@H](C)NC(=O)[C@H]1N(C[C@@H](C1)OC1=CC=CC=C1)C(CNC(C1=CC=C(C=C1)OC1=CC=C(C=C1)F)=O)=O (2S,4R)-N-((R)-1-(4-carbamimidoylthiophen-2-yl)ethyl)-1-((4-(4-fluorophenoxy)benzoyl)glycyl)-4-phenoxypyrrolidine-2-carboxamide